methyl N-[2-(3-bromo-4-methoxy-phenyl)ethyl]carbamate BrC=1C=C(C=CC1OC)CCNC(OC)=O